benzyl ((2R,3S)-4-(4-(benzyloxy)phenyl)-3-((tert-butoxycarbonyl)amino)-2-hydroxybutyl)((S)-2-methylbutyl)carbamate C(C1=CC=CC=C1)OC1=CC=C(C=C1)C[C@@H]([C@@H](CN(C(OCC1=CC=CC=C1)=O)C[C@H](CC)C)O)NC(=O)OC(C)(C)C